methyl 6-[(3S,5S)-4-tert-butoxycarbonyl-3,5-dimethyl-piperazin-1-yl]-3-[(7-fluoro-2-methyl-indazol-5-yl)amino]-1-tetrahydropyran-2-yl-indazole-4-carboxylate C(C)(C)(C)OC(=O)N1[C@H](CN(C[C@@H]1C)C=1C=C(C=2C(=NN(C2C1)C1OCCCC1)NC1=CC2=CN(N=C2C(=C1)F)C)C(=O)OC)C